2-chloro-4-(4-(1-methyl-1H-pyrazol-4-yl)phenyl)nicotinonitrile ClC1=C(C#N)C(=CC=N1)C1=CC=C(C=C1)C=1C=NN(C1)C